C(#N)C=1C(N(C2=CC=CC=C2C1N1CCC(CC1)(C(=O)OCC)F)C)=O ethyl 1-(3-cyano-1-methyl-2-oxo-1,2-dihydro-quinolin-4-yl)-4-fluoropiperidine-4-carboxylate